CC(C(=O)OC(CC)C1=CC=C(C=2N1N=CN2)Br)N2C(C1=CC(=CC=C1C(=N2)C(C)O)Br)=O 1-(8-bromo-[1,2,4]triazolo[1,5-a]pyridin-5-yl)propan-1-ol methyl-2-(7-bromo-4-(1-hydroxyethyl)-1-oxophthalazin-2(1H)-yl)acetate